N-(((2S,5R)-6-hydroxy-7-oxo-1,6-diazabicyclo[3.2.1]octan-2-yl)(imino)methyl)-2-(pyridin-3-yl)acetamide ON1[C@@H]2CC[C@H](N(C1=O)C2)C(NC(CC=2C=NC=CC2)=O)=N